C1(CC1)[C@H](CNC(=O)C1=C(N=C(S1)C(=O)NCC(F)F)C)C(N[C@H]1C2=C(CN3N(C1=O)CCC3)C=CC=C2)=O N5-((R)-2-Cyclopropyl-3-oxo-3-(((S)-11-oxo-2,3,10,11-tetrahydro-1H,5H-benzo[d]pyrazolo[1,2-a][1,2]diazepin-10-yl)amino)propyl)-N2-(2,2-difluoroethyl)-4-methylthiazol-2,5-dicarboxamid